CC(C=C)OC=1C=C(C=CC1)B(O)O [3-(BUT-3-EN-2-YLOXY)PHENYL]BORANEDIOL